CCCC/C=C/C=C/CCCC Trans-2-Trans-4-Nonadiene